acryloyloxyethyl-trimethylammonium bis(trifluoromethanesulfonyl)imide [N-](S(=O)(=O)C(F)(F)F)S(=O)(=O)C(F)(F)F.C(C=C)(=O)OCC[N+](C)(C)C